(9H-fluoren-9-yl)methyl (5-((S)-2-((S)-2-((tert-butoxycarbonyl)amino)-3-methylbutanamido)-5-ureidopentanamido)-2-(hydroxymethyl)benzyl)(methyl)carbamate C(C)(C)(C)OC(=O)N[C@H](C(=O)N[C@H](C(=O)NC=1C=CC(=C(CN(C(OCC2C3=CC=CC=C3C=3C=CC=CC23)=O)C)C1)CO)CCCNC(=O)N)C(C)C